6-[4-[acetyl(cyclopropylmethyl)amino]-3-chloro-phenyl]-N-[3-(1H-pyrazol-4-yl)propyl]pyridine-3-carboxamide C(C)(=O)N(C1=C(C=C(C=C1)C1=CC=C(C=N1)C(=O)NCCCC=1C=NNC1)Cl)CC1CC1